N-(methylaminothioformyl)-2-(o-tolyl)-2-[4-(Trifluoromethyl)-2-pyridyl]acetamide CNC(=S)NC(C(C1=NC=CC(=C1)C(F)(F)F)C1=C(C=CC=C1)C)=O